ClC1=CC(=CN=N1)N(CC)CC 6-chloro-N,N-diethylpyridazin-4-amine